CC=1SC(=C(N1)C)C1=NN(C(C=C1)=O)CCNS(=O)(=O)C=1SC=CC1 N-[2-[3-(2,4-dimethyl-1,3-thiazol-5-yl)-6-oxopyridazin-1-yl]ethyl]thiophene-2-sulfonamide